(R)-(+)-3-Amino-1-hydroxypyrrolidin N[C@H]1CN(CC1)O